Methyl (2S)-2-((tetrahydro-2H-pyran-2-yl)oxy)propanoate O1C(CCCC1)O[C@H](C(=O)OC)C